N-(5-chloro-1H-pyrrolo[3,2-b]pyridin-3-yl)-1-methyl-6-phenoxy-1H-benzo[d]imidazol-2-amine ClC1=CC=C2C(=N1)C(=CN2)NC2=NC1=C(N2C)C=C(C=C1)OC1=CC=CC=C1